OCC1=C(C=C(C=C1)C1=NC(=NC(=N1)NC(C)C)NC1=CC(=NC=C1)C(F)(F)F)O (hydroxymethyl)-5-(4-(isopropylamino)-6-((2-(trifluoromethyl)pyridin-4-yl)amino)-1,3,5-triazin-2-yl)phenol